(S)-1-benzyl-5-(trifluoromethyl)pyrrolidin-2-one C(C1=CC=CC=C1)N1C(CC[C@H]1C(F)(F)F)=O